4,4-dimethyl-1-[3,4-(methylendioxy)-phenyl]-1-penten-3-ol CC(C(C=CC1=CC2=C(C=C1)OCO2)O)(C)C